ClC1=CC(=C(C=C1F)NC1=CC(=NC=C1C(=O)NOCC)NC1=NC(=NC=C1)OC)N(S(=O)(=O)C)C 4-((4-Chloro-5-fluoro-2-(N-methylmethylsulfonamido)phenyl)amino)-N-ethoxy-6-((2-Methoxypyrimidin-4-yl)amino)nicotinamide